CC1(CN(CC1)C([C@H](CC(=O)O)N(C)C(=O)OCC1C2=CC=CC=C2C=2C=CC=CC12)=O)C (3S)-4-(3,3-dimethylpyrrolidin-1-yl)-3-[9H-fluoren-9-ylmethoxycarbonyl-(methyl)amino]-4-oxobutyric acid